p-dimethylamino-N-methylpyridinium CN(C1=CC=[N+](C=C1)C)C